O1POCC2C1CCO2 tetrahydro-4H-furo[3,2-d][1,3,2]dioxaphosphine